4-((6-iodohexyl)thio)-5-methyl-7-(trifluoromethyl)quinoline ICCCCCCSC1=CC=NC2=CC(=CC(=C12)C)C(F)(F)F